CC1=NC(=CC=C1NC(=O)C1C(CCCC1)C(=O)O)C1=C(C(=NO1)C)NC(=O)O[C@H](C)C1=C(C=CC=C1)C 2-((2-methyl-6-(3-methyl-4-((((R)-1-(o-tolyl)ethoxy)carbonyl)amino)isoxazol-5-yl)pyridin-3-yl)carbamoyl)cyclohexane-1-carboxylic acid